C1=CC=C(C=C1)N=C=S The molecule is an isothiocyanate having a phenyl group attached to the nitrogen; used for amino acid sequencing in the Edman degradation. It has a role as an allergen and a reagent.